ClC1=C(C=CC(=C1)F)CN1N=C(C2=CC=C(C=C12)C(F)F)C(=O)O 1-[(2-chloro-4-fluorophenyl)methyl]-6-(difluoromethyl)indazole-3-carboxylic acid